2,6-dihydronaphthalene C=1CC=CC2=CCC=CC12